N-{3-[4-(Cyclopentylamino)-6-phenylfuro[2,3-d]pyrimidin-5-yl]phenyl}prop-2-enamide C1(CCCC1)NC=1C2=C(N=CN1)OC(=C2C=2C=C(C=CC2)NC(C=C)=O)C2=CC=CC=C2